1,1,1-trifluoro-2-imidazo[1,2-a]pyridin-6-yl-propan-2-ol FC(C(C)(O)C=1C=CC=2N(C1)C=CN2)(F)F